COC(C(COC=1C=C2CC(CC2=C(C1)F)C=O)NC(=O)OC(C)(C)C)=O 3-[(7-fluoro-2-formyl-2,3-dihydro-1H-inden-5-yl)oxy]-2-[(2-methylpropan-2-yl)oxycarbonylamino]propionic acid methyl ester